N[C@@H](C)C1=C(C=C(C=N1)C#N)F 6-[(1S)-1-aminoethyl]-5-fluoropyridine-3-carbonitrile